6-chloro-2-(5-(1,1-difluoroethyl)-1H-1,2,4-triazol-3-yl)-7-fluoro-5-methoxy-3-(1H-pyrazol-4-yl)-1H-indole ClC1=C(C=C2C(=C(NC2=C1F)C1=NNC(=N1)C(C)(F)F)C=1C=NNC1)OC